CCCCCCCCC(CCCCC)=O (Z)-9-tetradecanal